acetonitrile phosphoramidite P(O)(O)N.C(C)#N